N-(4-cyano-3,5-difluorobenzyl)-8-((1-(cyclopropylsulfonyl)cyclopropyl)methoxy)-1-methyl-2-oxo-1,2-dihydropyrido[2,3-d]pyridazine-3-carboxamide C(#N)C1=C(C=C(CNC(=O)C2=CC=3C(=C(N=NC3)OCC3(CC3)S(=O)(=O)C3CC3)N(C2=O)C)C=C1F)F